(Z)-β-Ocimene C=C\C(\C)=C/CC=C(C)C